tert-butyl 2-((5-((1-(7-methoxyquinolin-5-yl)cyclopropyl)carbamoyl)-4-methyl-2-nitrophenoxy)methyl)azetidine-1-carboxylate COC1=CC(=C2C=CC=NC2=C1)C1(CC1)NC(=O)C=1C(=CC(=C(OCC2N(CC2)C(=O)OC(C)(C)C)C1)[N+](=O)[O-])C